ClC1=CC(=C(C=C1)C1(OC2=C(O1)C=CC=C2C2CCN(CC2)CC=2N(C(=CN2)/C=C/C(=O)OCC)CC2S(CC2)(=O)=O)C)F ethyl (E)-3-(2-((4-(2-(4-chloro-2-fluorophenyl)-2-methylbenzo[d][1,3]dioxol-4-yl)piperidin-1-yl)methyl)-1-((1,1-dioxidothietan-2-yl)methyl)-1H-imidazol-5-yl)acrylate